NC1=NC(N(C=C1)[C@H]1[C@H]([C@H](O)[C@](O1)(CO)N=[N+]=[N-])C)=O 4-Amino-1-(4-C-azido-2-deoxy-2-methyl-β-D-arabinofuranosyl)-2(1H)-pyrimidinone